(E)-N-(4-(1-(6-(4-(8-(2-(2,6-dioxopiperidin-3-yl)-1,3-dioxoisoindolin-5-yl)oct-7-yn-1-yl)piperazin-1-yl)nicotinoyl)piperidin-4-yl)butyl)-3-(pyridin-3-yl)acrylamide O=C1NC(CCC1N1C(C2=CC=C(C=C2C1=O)C#CCCCCCCN1CCN(CC1)C1=NC=C(C(=O)N2CCC(CC2)CCCCNC(\C=C\C=2C=NC=CC2)=O)C=C1)=O)=O